14-chloro-20,22-difluoro-15-hydroxy-17,17-dioxo-9-oxa-17λ6-thia-18-azatetracyclo[17.3.1.112,16.02,7]tetracosa-1(22),2(7),3,5,12(24),13,15,19(23),20-nonaen-10-one ClC1=CC=2CC(OCC=3C=CC=CC3C3=C(C=C(C(NS(C(=C1O)C2)(=O)=O)=C3)F)F)=O